sodium octadeca-17-ene-1-sulfonate C(CCCCCCCCCCCCCCCC=C)S(=O)(=O)[O-].[Na+]